N-(3-methylpyridin-2-yl)-4-(pyridin-2-yl)thiazol-2-amine CC=1C(=NC=CC1)NC=1SC=C(N1)C1=NC=CC=C1